methyl 2-cyclopropylthiazole-4-carboxylate C1(CC1)C=1SC=C(N1)C(=O)OC